(1-((tert-butyldimethylsilyl)oxy)cyclopropyl)isonicotinic acid [Si](C)(C)(C(C)(C)C)OC1(CC1)C1=C(C(=O)O)C=CN=C1